N-(3-(trifluoromethyl)phenyl)-N'-(3-(morpholinyl)phenyl)-6-morpholinyl-[1,3,5]triazine-2,4-diamine FC(C=1C=C(C=CC1)NC1=NC(=NC(=N1)NC1=CC(=CC=C1)N1CCOCC1)N1CCOCC1)(F)F